methyl Pyrophosphate O(P([O-])(=O)OP(=O)([O-])[O-])C